NC1=C(C=C(C=N1)NC(C(=O)N1[C@@H](CC[C@H](C1)C)C1=CC(=C(C(=C1)F)F)Cl)=O)C N-(6-amino-5-methyl-3-pyridyl)-2-[(2S,5R)-2-(3-chloro-4,5-difluoro-phenyl)-5-methyl-1-piperidyl]-2-oxo-acetamide